BrC1=CC=2C3=C(C(N(C2C=C1F)C1CC1)=O)OCC(C(N3)C3CC3)(F)F 10-bromo-2,7-dicyclopropyl-3,3,9-trifluoro-2,4-dihydro-1H-[1,4]oxazepino[2,3-c]quinolin-6-one